[C@@H]12CCCC[C@H](CCC1)CC2 (1r,6r)-bicyclo[4.3.2]Undecane